6-[(2S)-2-aminopropyl]-2-chloro-7-methyl-N-[(1,2-oxazol-5-yl)methyl]thieno[3,2-d]pyrimidin-4-amine N[C@H](CC1=C(C=2N=C(N=C(C2S1)NCC1=CC=NO1)Cl)C)C